salicylic acid Methyl ester COC(C=1C(O)=CC=CC1)=O